C1(CC1)C1=NC=C(C(=N1)OC[C@@H]1CN(CC1)C1=NC=C(C=N1)C(F)(F)F)C#N (S)-2-cyclopropyl-4-((1-(5-(trifluoromethyl)pyrimidin-2-yl)pyrrolidin-3-yl)methoxy)pyrimidine-5-carbonitrile